N(=C=O)CC(=O)[O-] 2-Isocyanatoacetate